4-((2-bromoethyl)thio)-2-(2,6-dioxoPiperidin-3-yl)isoindoline tert-butyl-(1R,5S,6S)-6-({[4-(trifluoromethyl)pyridin-3-yl]oxy}methyl)-3-azabicyclo[3.1.0]hexane-3-carboxylate C(C)(C)(C)OC(=O)N1C[C@H]2C([C@H]2C1)COC=1C=NC=CC1C(F)(F)F.BrCCSC1=C2CN(CC2=CC=C1)C1C(NC(CC1)=O)=O